(R)-2-((((9H-fluoren-9-yl)methoxy)carbonyl)amino)-6-(allyloxy)-6-oxohexanoic acid C1=CC=CC=2C3=CC=CC=C3C(C12)COC(=O)N[C@@H](C(=O)O)CCCC(=O)OCC=C